tert-butyl (tert-butoxycarbonyl)(8-(2,6-dimethylpyridin-4-yl)-2-(2-((ethylcarbamoyl)oxy)ethyl)-3-oxo-7-phenyl-2,3-dihydro-[1,2,4]triazolo[4,3-c]pyrimidin-5-yl)carbamate C(C)(C)(C)OC(=O)N(C(OC(C)(C)C)=O)C1=NC(=C(C=2N1C(N(N2)CCOC(NCC)=O)=O)C2=CC(=NC(=C2)C)C)C2=CC=CC=C2